2-methyl-N-((S)-1-(6-(pyrrolidin-1-yl)pyridin-3-yl)ethyl)propane-2-sulfinamide tert-butyl-(2S,6R)-4-(3-((6-chloropyrimidin-4-yl)amino)-3-oxopropyl)-2,6-dimethylpiperazine-1-carboxylate C(C)(C)(C)OC(=O)N1[C@H](CN(C[C@H]1C)CCC(=O)NC1=NC=NC(=C1)Cl)C.CC(C)(C)S(=O)N[C@@H](C)C=1C=NC(=CC1)N1CCCC1